CC1=NC=NC2=CC=C(C=C12)C1=C(N=C(N=N1)NC(=O)C1CC1)C1=CC=CC=C1 N-(6-(4-Methylquinazolin-6-yl)-5-phenyl-1,2,4-triazin-3-yl)-cyclopropylcarboxamide